N-(6-(benzyloxy)-8-fluoro-3,4-dihydro-1H-spiro[naphthalene-2,2'-[1,3]dioxolan]-7-yl)glycine C(C1=CC=CC=C1)OC=1C=C2CCC3(OCCO3)CC2=C(C1NCC(=O)O)F